C(C)(C)(C)OC(=O)N1CCC2(CCN(C2)CC2=C(C(=CC=C2)Cl)N2CCC(CC2)O)CC1 2-(3-chloro-2-(4-hydroxypiperidin-1-yl)benzyl)-2,8-diazaspiro[4.5]decane-8-carboxylic acid tert-butyl ester